2-((R)-8-Bromo-2,3-dihydro-benzo[1,4]dioxin-2-ylmethyl)-isoindole-1,3-dione BrC1=CC=CC2=C1O[C@@H](CO2)CN2C(C1=CC=CC=C1C2=O)=O